C1=CC=CC=2C3=CC=CC=C3C(C12)COC(=O)N([C@@H]1C(N(CC\C=C/C1)[C@H](C(=O)O)CC(C)C)=O)C (S)-2-((S,Z)-3-((((9H-fluoren-9-yl)methoxy)carbonyl)(methyl)amino)-2-oxo-3,4,7,8-tetrahydroazocin-1(2H)-yl)-4-methylpentanoic acid